FC1=CC=C2C(=CC3(NC2=C1)C(=NN(C3=O)C3=CC=CC=C3)C)C 7'-Fluoro-3,4'-dimethyl-1-phenyl-1'H-spiro[pyrazole-4,2'-quinolin]-5(1H)-one